[Au].[As].[Sb] antimony-arsenic gold